methyl 5-(cyclopentylidenemethyl)-6-cyclopropyl-4-hydroxy-pyridine-3-carboxylate C1(CCCC1)=CC=1C(=C(C=NC1C1CC1)C(=O)OC)O